C(C)OC1=CC=NC=2N1N=C(C2C=2N=C1N(C=C(N=C1)C(F)(F)F)C2)S(=O)(=O)CC 2-(7-ethoxy-2-(ethylsulfonyl)pyrazolo[1,5-a]pyrimidin-3-yl)-6-(trifluoromethyl)imidazo[1,2-a]pyrazine